C(C(O)CO)OCCCCCCCCCCCCCCCC monocetyl glyceryl ether